ClC1=CC(=C(C=C1)C1=NC(=NC2=C1N=C(N(C2=O)C)C)C=2CC(OC(C2)C=2C=NN(C2)C)(C)C)F 8-(4-chloro-2-fluorophenyl)-6-[2,2-dimethyl-6-(1-methyl-1H-pyrazol-4-yl)-3,6-dihydro-2H-pyran-4-yl]-2,3-dimethyl-3H,4H-[1,3]diazino[5,4-d]pyrimidin-4-one